C(=O)(O)C=1C=C(C=CC1)C(C)(C)C1=CC(=CC=C1)C(=O)O 2,2-bis(3-carboxyphenyl)propane